C1(CC1)C1=NC=2N(C=C1)N=CC2C(=O)NC2=CC(=CC(=C2)N2C=NC(=C2)C)OC 5-cyclopropyl-N-(3-methoxy-5-(4-methyl-1H-imidazol-1-yl)phenyl)pyrazolo[1,5-a]pyrimidine-3-carboxamide